N(=O)N1C[C@@H]2C([C@@H]2C1)CCO 2-((1R,5S,6s)-3-nitroso-3-azabicyclo[3.1.0]hexane-6-yl)ethan-1-ol